(2S)-2-(4-bromo-2-(hex-5-en-1-yloxy) phenyl)-4-hydroxypiperidine-1-carboxylate BrC1=CC(=C(C=C1)[C@H]1N(CCC(C1)O)C(=O)[O-])OCCCCC=C